NC([C@H](CC1C(NC2=CC=CC=C12)=O)NC(=O)[C@@H]1[C@H]2C([C@H]2CN1C([C@H](C(C)(C)C)NC(C(F)(F)F)=O)=O)(C)C)=O (1R,2S,5S)-N-((2S)-1-Amino-1-oxo-3-(2-oxoindolin-3-yl)propan-2-yl)-3-((S)-3,3-dimethyl-2-(2,2,2-trifluoroacetamido)butanoyl)-6,6-dimethyl-3-azabicyclo[3.1.0]hexane-2-carboxamide